α,α'-dimethoxy-o-xylene COCC=1C(=CC=CC1)COC